2a,5,8a-triazaacenaphthylene-3,8-dione C1=CN2C(C=NC=3C=CC(N1C23)=O)=O